C(CC)OC1C2C=CC(C1)C2 5-(n-propoxy)-bicyclo[2.2.1]Hept-2-ene